C1(=CC=CC=C1)C1=CC2=C(C3=CC=CC=C3C(=C2C=C1)C1=CC=C(C=C1)C=1C=NC=CC1C)C1=CC=C(C=C1)C=1C=NC=CC1C 3,3'-((2-phenylanthracen-9,10-diyl)bis(4,1-phenylene))bis(4-methylpyridine)